Br[C-]1C=CC=C1.[CH-]1C=CC=C1.[Fe+2] bromo-ferrocene